2-propyl-pentoxymethyl-trimethoxysilane C(CC)C(COC[Si](OC)(OC)OC)CCC